tertbutyl N-amino-N-methyl-carbamate NN(C(OC(C)(C)C)=O)C